FC1=C(C(=C(C2=C(C(=C(C(=C12)F)F)F)F)F)F)[B-](C1=C(C2=C(C(=C(C(=C2C(=C1F)F)F)F)F)F)F)(C1=C(C2=C(C(=C(C(=C2C(=C1F)F)F)F)F)F)F)C1=C(C2=C(C(=C(C(=C2C(=C1F)F)F)F)F)F)F.C[NH+](C1=CC=CC=C1)C N,N-dimethylanilinium tetrakis(perfluoronaphthalen-2-yl)borate